NC=1C2=C(N=CN1)N(C=C2C2=CC=C(C=1N2C=CN1)NC(=O)NC1=CC(=C(C=C1)OC1CCN(CC1)CC)C(F)(F)F)C(C)C 1-(5-(4-amino-7-isopropyl-7H-pyrrolo[2,3-d]pyrimidin-5-yl)imidazo[1,2-a]pyridin-8-yl)-3-(4-((1-ethylpiperidin-4-yl)oxy)-3-(trifluoromethyl)phenyl)urea